6-(3-Fluorobenzyl)-3,3-dimethyl-2,3-dihydro-1H-pyrrolo[3,2-b]Pyridine FC=1C=C(CC=2C=C3C(=NC2)C(CN3)(C)C)C=CC1